COC1=CC=C(CN2N=CC(=C2C=2C=NN3C2N(CCCC3)C(=O)OC(C)(C)C)[N+](=O)[O-])C=C1 tert-butyl 3-(1-(4-methoxybenzyl)-4-nitro-1H-pyrazol-5-yl)-5,6,7,8-tetrahydro-4H-pyrazolo[1,5-a][1,3]diazepine-4-carboxylate